4-(5-chloro-2-methoxyphenyl)-N-(6-(4-cyanophenyl)thiazolo[4,5-b]pyrazin-2-yl)-6-methoxypyridine-3-carboxamide ClC=1C=CC(=C(C1)C1=C(C=NC(=C1)OC)C(=O)NC=1SC=2C(=NC=C(N2)C2=CC=C(C=C2)C#N)N1)OC